FC1(OC2=C(O1)C=CC(=C2)[C@H](C)OC2=NC=CC(=C2)N2N=C(C=1CCC[C@@H](C21)OC2=CC=C(C(=O)OC)C=C2)C(F)(F)F)F methyl 4-(((S)-1-(2-((S)-1-(2,2-difluorobenzo[d][1,3]dioxol-5-yl)ethoxy)pyridin-4-yl)-3-(trifluoromethyl)-4,5,6,7-tetrahydro-1H-indazol-7-yl)oxy)benzoate